(S)-9-chloro-10-(3-chloro-5-fluorophenyl)-7-(4-(2-fluoroacryloyl)-2-methylpiperazin-1-yl)-2,3-dihydro-5H-[1,4]thiazino[2,3,4-ij]quinazolin-5-one ClC=1C=C2C(=NC(N3C2=C(C1C1=CC(=CC(=C1)F)Cl)SCC3)=O)N3[C@H](CN(CC3)C(C(=C)F)=O)C